N-(5-((6-((R)-3-(3-cyanophenyl)isoxazolidine-2-yl)pyrimidine-4-yl)amino)-2-(4-(4-cyclobutylpiperazine-1-yl)piperidine-1-yl)-4-methoxyphenyl)acrylamide C(#N)C=1C=C(C=CC1)[C@@H]1N(OCC1)C1=CC(=NC=N1)NC=1C(=CC(=C(C1)NC(C=C)=O)N1CCC(CC1)N1CCN(CC1)C1CCC1)OC